CN1N=C(C=C1C)NC1=NC=C(C(=N1)C1=CNC2=C(C=CC=C12)N1C(C2=CC=CC(=C2C1)/C=C(/C(=O)NCC)\C)=O)C (E)-3-(2-(3-(2-((1,5-dimethyl-1H-pyrazol-3-yl)amino)-5-methylpyrimidin-4-yl)-1H-indol-7-yl)-1-oxoisoindolin-4-yl)-N-ethyl-2-methylacrylamide